5-(2,4-ditert-butoxypyrimidin-5-yl)-3-[(1R)-1-[2-[(3,3-difluoroazetidin-1-yl)methyl]-4-pyridyl]-2,2-difluoro-ethoxy]-1-methyl-pyrazolo[3,4-c]pyridazine C(C)(C)(C)OC1=NC=C(C(=N1)OC(C)(C)C)C=1C=C2C(=NN1)N(N=C2O[C@@H](C(F)F)C2=CC(=NC=C2)CN2CC(C2)(F)F)C